5-chloro-6-(1,1-difluoro-5-azaspiro[2.4]heptan-5-yl)pyridin ClC=1C=CC=NC1N1CC2(CC2(F)F)CC1